C1(CC1)C1=NN(C=C1C(F)(F)F)CC1C(C1)(F)F 3-cyclopropyl-1-((2,2-difluorocyclopropyl)methyl)-4-(trifluoromethyl)-1H-pyrazole